2-(2-(dicyclohexylphosphoryl)phenyl)-1-methyl-1H-indole C1(CCCCC1)P(=O)(C1CCCCC1)C1=C(C=CC=C1)C=1N(C2=CC=CC=C2C1)C